2-(3,4-dimethoxyphenyl)-3-ethyl-N-(3-(piperidin-1-yl)propyl)-1H-indole-5-carboxamide COC=1C=C(C=CC1OC)C=1NC2=CC=C(C=C2C1CC)C(=O)NCCCN1CCCCC1